2,3,4,5-tetrahydroxyvalerate OC(C(=O)[O-])C(C(CO)O)O